F[C@H]1CN(CC[C@H]1NC1=C2C=C(N(C2=CC=C1)CC(F)(F)F)C1=NOC(=N1)CNC(=O)C1=CSC(=C1)C)C N-{[3-(4-{[(3S,4R)-3-fluoro-1-methylpiperidin-4-yl]amino}-1-(2,2,2-trifluoroethyl)-1H-indol-2-yl)-1,2,4-oxadiazol-5-yl]methyl}-5-methylthiophene-3-carboxamide